NC1=C(C(N(C2=CC(=C(C=C12)F)F)C1=CC=CC=C1)=O)C#N 4-amino-6,7-difluoro-2-oxo-1-phenyl-1,2-dihydroquinolin-3-carbonitrile